1-[4-hydroxy-3-(3-methylbut-2-enyl)phenyl]ethanone OC1=C(C=C(C=C1)C(C)=O)CC=C(C)C